(R)-2-(4-(4-(difluoromethyl)pyrazolo[1,5-a]pyridin-2-yl)-1,4,6,7-tetrahydro-5H-imidazo[4,5-c]pyridin-5-yl)-5-(6-methylpyridin-2-yl)-1,3,4-oxadiazole FC(C=1C=2N(C=CC1)N=C(C2)[C@@H]2N(CCC1=C2N=CN1)C=1OC(=NN1)C1=NC(=CC=C1)C)F